[C@H]12OC[C@H](N(C1)C(C)=O)C2 1-[(1R,4R)-2-oxa-5-azabicyclo[2.2.1]heptan-5-yl]ethanone